FC1=C(C=CC=C1)NC1=NC=2C(N=C1NC1=C(C=CC=C1)F)=NON2 N,N'-bis(2-fluorophenyl)[1,2,5]oxadiazolo[3,4-b]pyrazine-5,6-diamine